Cl.N[C@H](C(=O)O)CN (S)-2,3-diaminopropanoic acid hydrochloride